1,1'-Biphenanthrene C1(=CC=CC=2C3=CC=CC=C3C=CC12)C1=CC=CC=2C3=CC=CC=C3C=CC12